CN1N=CC(=C1)C1=CC=2N(N=C1)C(=CN2)C2=CC=C(C=C2)CC(=O)NC2=NOC(=C2)C(C(F)(F)F)(C)C 2-(4-(7-(1-methyl-1H-pyrazol-4-yl)imidazo[1,2-b]pyridazin-3-yl)phenyl)-N-(5-(1,1,1-trifluoro-2-methylpropan-2-yl)isoxazol-3-yl)acetamide